6-(4'-(((3-(dimethylamino)propyl)amino)methyl)-2,3,5,6-tetrafluoro-[1,1'-biphenyl]-4-yl)-2-methyl-1H-benzo[d]imidazole-4-carboxylic acid CN(CCCNCC1=CC=C(C=C1)C1=C(C(=C(C(=C1F)F)C=1C=C(C2=C(NC(=N2)C)C1)C(=O)O)F)F)C